C[C@H]1CN(CC[C@@H]1NC(=O)C1=CC(=CC=2N(C=NC21)CC(F)(F)F)C#CCNC=2C(OC)=CC(=C(C2)C(NC)=O)F)C2COCC2 N-[(3S,4S)-3-methyl-1-(tetrahydro-3-furyl)-4-piperidyl]-6-{3-[4-(N-methylcarbamoyl)-5-fluoro-2-anisidino]-1-propynyl}-1-(2,2,2-trifluoroethyl)-1H-1,3-benzimidazole-4-carboxamide